2-(1H-imidazol-1-yl)propan-1-ol N1(C=NC=C1)C(CO)C